2-hydroxy-4,4'-dimethoxybenzophenone OC1=C(C(=O)C2=CC=C(C=C2)OC)C=CC(=C1)OC